Cl.C1(CC1)C=1C=2N(C=C(C1)N)C=C(N2)C 8-cyclopropyl-2-methylimidazo[1,2-a]pyridin-6-amine hydrochloride